FC=1C(=C(C2=C(C(=CC(O2)=O)C)C1)F)OP(=O)(O)O 6,8-difluoro-4-methyl-7-(phosphonooxy)-2H-1-benzopyran-2-one